C(#N)C(CN(C(OC(C)(C)C)=O)C1=C(C=CC2=CC=C(C=C12)C1=NC=C(C=C1)NS(=O)(=O)C)OC)=C tert-butyl N-(2-cyano-2-methylideneethyl)-N-[7-[5-methanesulfonamidopyridin-2-yl]-2-methoxynaphthalen-1-yl]carbamate